The molecule is a tetracyclic triterpenoid isolated from Aglaia abbreviata. It has a role as a plant metabolite. It is a member of oxolanes, a tetracyclic triterpenoid, an acetate ester and a tertiary alcohol. It derives from a hydride of a dammarane. CC(=O)O[C@@H]1CC[C@@]2([C@H]3CC[C@@H]4[C@H](CC[C@]4([C@@]3(CC[C@H]2C1(C)C)C)C)[C@@]5(CC[C@H](O5)C(C)(C)O)C)C